3-(1-Aminocyclopropyl)benzoic acid methyl ester COC(C1=CC(=CC=C1)C1(CC1)N)=O